(2R,4R)-1-(3-chloro-2-fluorobenzyl)-4-((3-fluoro-6-((5-methyl-1H-pyrazol-3-yl)amino)-4-phenyl-pyridin-2-yl)methyl)-2-methyl-piperidine-4-carboxylic acid ClC=1C(=C(CN2[C@@H](C[C@@](CC2)(C(=O)O)CC2=NC(=CC(=C2F)C2=CC=CC=C2)NC2=NNC(=C2)C)C)C=CC1)F